C(C1=CC=CC=C1)[N+](=CC=C(CCC=C(CC)C)C)[O-] N-benzyl-3,7-dimethylnona-2,6-dien-1-imine oxide